O[C@@](C=1C=C(C=NC1)C1=NOC(=N1)C(C)(C)O)(C1(CN(C1)C)C([2H])[2H])C1=CC=C(C=C1)C(C)C (R)-2-(3-(5-(hydroxy(4-isopropylphenyl)(1-methyl-3-(methyl-d2)azetidin-3-yl)methyl)pyridin-3-yl)-1,2,4-oxadiazol-5-yl)propan-2-ol